(R)-1-(7-chloro-8-fluoro-2-(((S,Z)-2-(fluoromethylene)tetrahydro-1H-pyrrolizin-7a(5H)-yl)methoxy)pyrido[4,3-d]pyrimidin-4-yl)-3-methylpiperidin-3-ol ClC1=C(C=2N=C(N=C(C2C=N1)N1C[C@@](CCC1)(O)C)OC[C@]12CCCN2C\C(\C1)=C/F)F